(2R,5S)-5-(aminomethyl)-2-[3-[4-(trifluoromethyl)phenyl]phenyl]-1,4-thiazepan-3-one NC[C@H]1NC([C@H](SCC1)C1=CC(=CC=C1)C1=CC=C(C=C1)C(F)(F)F)=O